BERYLLIUM-ALUMINUM [Al].[Be]